C1(=C(C(=CC(=C1)C)C)N1C=NC=C1)C 3-mesitylimidazole